C1(CC1)S(=O)(=O)C1=CC(=C(C=C1)NC(=O)C1=NC=CC=C1)CC N-[4-(cyclopropanesulfonyl)-2-ethylphenyl]pyridine-2-carboxamide